BrC=1C=C(C=C2CCC(C12)=O)OC 7-bromo-5-methoxy-2,3-dihydro-1H-inden-1-one